C1(=CC=CC=C1)S(=O)(=O)C(CCC(=C)C)C(CCCl)=C 8-Chloro-2-methyl-6-methylen-1-octen-5-yl phenyl sulfone